ClC1=CN=C(C(=C1CN[C@@H](CCOCCCCC1=NC=2NCCCC2C=C1)C(=O)O)C)N(C)C N-(5-chloro-2-(dimethylamino)-3-methylisonicotinyl)-O-(4-(5,6,7,8-tetrahydro-1,8-naphthyridin-2-yl)butyl)homoserine